BrC1=CC=C(C=C1)NC([C@H](C1=CC=C(C=C1)C=1N=NN(N1)C)[C@@H]1CC(CC1)(F)F)=O (S)-N-(4-Bromophenyl)-2-((S)-3,3-difluorocyclopentyl)-2-(4-(2-methyl-2H-tetrazol-5-yl)phenyl)acetamide